5'-Cytidylic acid [C@@H]1([C@H](O)[C@H](O)[C@@H](COP(=O)(O)O)O1)N1C(=O)N=C(N)C=C1